Cl.ClC1=C(C2=C(N(C1=O)C)CNC2C)OC 3-Chloro-4-methoxy-1,5-dimethyl-1,5,6,7-tetrahydro-2H-pyrrolo[3,4-b]pyridin-2-one Hydrochloride